C(CCC)(=O)C1=CC(=C(C=N1)C1=NC=C2C=C(N=CC2=C1)NC(=O)[C@@H]1C(C1)(F)F)C (1R)-N-[7-(6-butanoyl-4-methylpyridin-3-yl)-2,6-naphthyridin-3-yl]-2,2-difluorocyclopropane-1-carboxamide